isocyanatopropyl-dimethoxysilane methyl-3-(benzylthio)-4-cyclopropylbenzoate COC(C1=CC(=C(C=C1)C1CC1)SCC1=CC=CC=C1)=O.N(=C=O)CCC[SiH](OC)OC